2-n-propyl-2-benzyl-1,3-dimethoxypropane C(CC)C(COC)(COC)CC1=CC=CC=C1